C1(=CC=CC2=CC=CC=C12)C1=C(C2=CC3=CC=CC=C3C=C2C=C1)C1=COC=2C1=CC=C1C2C=CC2=CC=CC=C21 naphthyl-(naphthobenzofuranyl)anthracene